N-(4-(aminomethyl)-3-chlorophenyl)-5-(3-chloro-4-fluorophenyl)-5-(trifluoromethyl)-4,5-dihydroisoxazol-3-amine NCC1=C(C=C(C=C1)NC1=NOC(C1)(C(F)(F)F)C1=CC(=C(C=C1)F)Cl)Cl